Tert-butyl N-[3-[4-[3-[[4-[4-[6-chloro-4-(trifluoromethyl)-2-pyridyl]piperazin-1-yl]sulfonylphenyl]carbamoyl]phenyl]piperazin-1-yl]propyl]carbamate ClC1=CC(=CC(=N1)N1CCN(CC1)S(=O)(=O)C1=CC=C(C=C1)NC(=O)C=1C=C(C=CC1)N1CCN(CC1)CCCNC(OC(C)(C)C)=O)C(F)(F)F